rac-(3R)-3-[4-[4-[4-[4-[3-amino-6-(5-fluoro-2-hydroxy-phenyl)pyridazin-4-yl]pyrazol-1-yl]-1-piperidyl]cyclohexyl]indolin-1-yl]piperidine-2,6-dione NC=1N=NC(=CC1C=1C=NN(C1)C1CCN(CC1)C1CCC(CC1)C1=C2CCN(C2=CC=C1)[C@H]1C(NC(CC1)=O)=O)C1=C(C=CC(=C1)F)O |r|